ClC1=C2C(=NC=C1C=1C=C(C=CC1)N1C(CNCC1)=O)NC=C2C#CC2=NC=CC=C2 1-(3-(4-chloro-3-(pyridin-2-ylethynyl)-1H-pyrrolo[2,3-b]pyridin-5-yl)phenyl)piperazin-2-one